(2S)-2-({8-[(3β)-cholest-5-en-3-yloxy]octyl}oxy)-N,N-dimethyl-3-[(9Z,Z)-octadec-9,12-dien-1-yloxy]propan-1-amine CC(C)CCC[C@@H](C)[C@H]1CC[C@H]2[C@@H]3CC=C4C[C@H](CC[C@]4(C)[C@H]3CC[C@]12C)OCCCCCCCCO[C@@H](CN(C)C)COCCCCCCCC\C=C/C\C=C/CCCCC